FC1=C(C(=C(C(=C1F)F)F)F)[B-](C1=C(C(=C(C(=C1F)F)F)F)F)(C1=C(C(=C(C(=C1F)F)F)F)F)C1=C(C(=C(C(=C1F)F)F)F)F.COC1=CC=C(C2=CC=CC=C12)C(C[S+](C)C)=O (2-(4-methoxynaphthalen-1-yl)-2-oxoethyl)dimethylsulfonium tetrakis(perfluorophenyl)borate